argininyl glutamate N[C@@H](CCC(=O)[O-])C(=O)OC([C@@H](N)CCCNC(N)=N)=O